BrC1=CC(=CC=2C=3C4=C(C(=CC3C(C12)(C)C)O)C=C(C=C4)C(F)(F)F)Br 8,10-dibromo-7,7-dimethyl-3-(trifluoromethyl)-7H-benzo[c]fluoren-5-ol